C(#N)C1=CC=C(C=C1)C(C(=O)O)C 4-Cyanophenylpropionic acid